COC=1C=C(C(=O)N)C=CC1NCC#CC=1N(C2=CC=CC(=C2C1)NC1CCC(CC1)N1CC2(C1)COCCC2)CC(F)(F)F 3-methoxy-4-{[3-(4-{[(1R,4R)-4-{6-oxa-2-azaspiro[3.5]nonan-2-yl}cyclohexyl]amino}-1-(2,2,2-trifluoroethyl)-1H-indol-2-yl)prop-2-yn-1-yl]amino}benzamide